P(=O)(OCC(COC(CCCCCCCCCCCCCCC)=O)OC(CCCCC1(N=N1)CCCCCCCCCC)=O)(OCC[N+](C)(C)C)[O-] 2-((5-(3-decyl-3H-diazirin-3-yl)pentanoyl)oxy)-3-(palmitoyloxy)propyl (2-(trimethylammonio)ethyl) phosphate